COC=1C=C(C=CC1OC)C1=C(NC2=CN=C(C=C21)C2CCN(CC2)C(CN2CCCC2)=O)C 1-(4-(3-(3,4-Dimethoxyphenyl)-2-methyl-1H-pyrrolo[2,3-c]pyridin-5-yl)piperidin-1-yl)-2-(pyrrolidin-1-yl)ethan-1-on